COC1=C(C(C=O)=C(C=C1)Br)O 3-methoxy-6-bromosalicylaldehyde